C(C)N1N(C2=NC(=NC=C2C1=O)NC1=CC(=CC=C1)C=1C=NC=NC1)C1=NC(=CC=C1)OC1CCN(CC1)C 2-ethyl-1-[6-(1-methyl-4-piperidyloxy)-2-pyridyl]-6-[m-(5-pyrimidinyl)phenylamino]-1,2-dihydro-3H-1,2,5,7-tetraazainden-3-one